3-chloro-4-[(1S)-1-[(4,5-dichloro-1-methyl-1H-indol-2-yl)formamido]-2-hydroxyethyl]benzoic acid ClC=1C=C(C(=O)O)C=CC1[C@@H](CO)NC(=O)C=1N(C2=CC=C(C(=C2C1)Cl)Cl)C